(R or S)-5-(2-(3-(2-ethoxypropan-2-yl)-3-(2-(5-fluorothiophen-2-yl)ethyl)pyrrolidin-1-yl)propan-2-yl)-2-methylpyridine C(C)OC(C)(C)[C@]1(CN(CC1)C(C)(C)C=1C=CC(=NC1)C)CCC=1SC(=CC1)F |o1:6|